N-(2,2,6,6-tetraMethyl-4-piperidinyl)maleimide CC1(NC(CC(C1)N1C(C=CC1=O)=O)(C)C)C